C1(CC1)N1N=NC(=C1CO[C@H]1[C@@H]2CN([C@H](C1)C2)C=2SC1=C(N2)C(=CC(=C1)C(=O)O)[C@H]1COCC1)C1=C(C=CC=C1Cl)Cl 2-((1S,4S,5R)-5-((1-cyclopropyl-4-(2,6-dichlorophenyl)-1H-1,2,3-triazol-5-yl)methoxy)-2-azabicyclo[2.2.1]heptan-2-yl)-4-((S)-tetrahydrofuran-3-yl)benzo[d]thiazole-6-carboxylic acid